BrC=1C=C2C(N(C(=NC2=CC1F)[C@@H](CCC)N1CCN(CCC1)C)CC)=O (R)-6-Bromo-3-ethyl-7-fluoro-2-(1-(4-methyl-1,4-diazepan-1-yl)butyl)quinazolin-4(3H)-one